3-[4-[4-[(2,6-dioxo-3-piperidyl)amino]phenyl]piperazin-1-yl]propanoic acid O=C1NC(CCC1NC1=CC=C(C=C1)N1CCN(CC1)CCC(=O)O)=O